CC(CC1=CC=C(C=C1)C1=CC=C(C=C1)C#N)CC 4'-(2-methylbutyl)-4-biphenyl-nitrile